1-methyl-4-((tributylstannyl)methoxy)piperidine CN1CCC(CC1)OC[Sn](CCCC)(CCCC)CCCC